resorcinolcarboxaldehyde C1(O)=C(C(O)=CC=C1)C=O